4-benzyloxy-2-hydroxybenzophenone C(C1=CC=CC=C1)OC1=CC(=C(C(=O)C2=CC=CC=C2)C=C1)O